3-bromo-N-methylpropanamide BrCCC(=O)NC